OC1=C(C=C(C=C1)SCCCCCCCC)C octyl (4-hydroxy-3-methylphenyl) sulfide